propane-1-sulfonic acid {3-[5-(4-chlorophenyl)-1H-pyrrolo[2,3-b]pyridine-3-carbonyl]-2,4-difluoro-phenyl}-amide ClC1=CC=C(C=C1)C=1C=C2C(=NC1)NC=C2C(=O)C=2C(=C(C=CC2F)NS(=O)(=O)CCC)F